S1C2=C(C(=C1)CC(=O)O)C=CC=C2 2-(benzo[b]thiophen-3-yl)acetic acid